C(N1N=C(C(=C1)[N+](=O)[O-])O[C@H]1[C@@H](OC1)C)([2H])([2H])[2H] 1-(methyl-d3)-3-(((2s,3r)-2-methyloxetan-3-yl)oxy)-4-nitro-1H-pyrazole